diphenylsilyl trifluoromethanesulfonate FC(S(=O)(=O)O[SiH](C1=CC=CC=C1)C1=CC=CC=C1)(F)F